Cl.Cl.C(C)OC([C@H](C(C)C)NC([C@H](CCC1=NC2=C(N1C)C=CC(=C2)N(CCCl)CCCl)N)=O)=O (2S)-2-[[(2S)-2-amino-4-[5-[bis(2-chloroethyl)amino]-1-methyl-benzimidazol-2-yl]butanoyl]amino]-3-methyl-butanoic acid ethyl ester dihydrochloride